3-(4-((6-amino-1-(methylamino)-2,7-naphthyridin-4-yl)ethynyl)phenoxy)azetidine-1-carboxylic acid tert-butyl ester C(C)(C)(C)OC(=O)N1CC(C1)OC1=CC=C(C=C1)C#CC1=CN=C(C2=CN=C(C=C12)N)NC